COC1=CC=C2C(=CN(C2=C1)CC1=NC=CC=C1)/C=C(/C(=O)[O-])\C#N (E)-3-(6-methoxy-1-(pyridin-2-ylmethyl)-1H-indol-3-yl)-2-cyanoacrylate